[6-[3-(1-hydroxycyclopropyl)-1,2,4-triazol-1-yl]-2-azaspiro[3.3]heptan-2-yl]-[7-[[5-(trifluoromethyl)isothiazol-3-yl]methyl]-2,7-diazaspiro[3.5]nonan-2-yl]methanone OC1(CC1)C1=NN(C=N1)C1CC2(CN(C2)C(=O)N2CC3(C2)CCN(CC3)CC3=NSC(=C3)C(F)(F)F)C1